CC1=C(OC2=C1C=C(C=C2)S(N(CCC2=CC=CC=C2)CC2=C(C=C(C=C2)F)F)(=O)=O)C(=O)O 3-methyl-5-(N-(2,4-difluorobenzyl)-N-phenethylsulfamoyl)benzofuran-2-carboxylic acid